5-((2-(7-((3-((2,6-dimethylphenyl)amino)-1-methyl-1H-pyrazolo[3,4-d]pyrimidin-6-yl)amino)-3,4-dihydroisoquinolin-2(1H)-yl)-2-oxoethyl)amino)-2-(2,6-dioxopiperidin-3-yl)isoindoline CC1=C(C(=CC=C1)C)NC1=NN(C2=NC(=NC=C21)NC2=CC=C1CCN(CC1=C2)C(CNC=2C=C1CN(CC1=CC2)C2C(NC(CC2)=O)=O)=O)C